tert-butyl 4-[[6-[5-[2-[1-(2,6-dioxo-3-piperidyl)-3-methyl-2-oxo-benzimidazol-5-yl]ethynyl]pyrimidin-2-yl]-1,6-diazaspiro[3.3]heptan-1-yl]methyl]piperidine-1-carboxylate O=C1NC(CCC1N1C(N(C2=C1C=CC(=C2)C#CC=2C=NC(=NC2)N2CC1(CCN1CC1CCN(CC1)C(=O)OC(C)(C)C)C2)C)=O)=O